NCC1CCC1 1-(aminomethyl)cyclobutane